tri(2,3,4-trimethyl-3-pentyl)citrate CC(C)C(C(C)C)(C)C(C(C(C(=O)[O-])(C(C(C)C)(C(C)C)C)C(C(C)C)(C(C)C)C)(O)C(=O)[O-])C(=O)[O-]